4,4'-((3,3,3',3'-tetramethyl-2,2',3,3'-tetrahydro-1,1'-spirobi[indene]-6,6'-diyl)bis(oxy))bis(2-methoxyaniline) CC1(CC2(C3=CC(=CC=C13)OC1=CC(=C(N)C=C1)OC)CC(C1=CC=C(C=C12)OC1=CC(=C(N)C=C1)OC)(C)C)C